ClC=1C=C(C=C(C1)Cl)C1=CC(=CC(=C1)CNCC1=CC=C(C=C1)CN)CNCC1=CC=C(C=C1)CN 1,1'-(3',5'-dichloro-[1,1'-biphenyl]-3,5-diyl)bis(N-(4-(aminomethyl)benzyl)-methanamine)